tert-butyl (S)-(4-(1-methyl-5-oxopiperazin-2-yl)phenyl)carbamate CN1[C@H](CNC(C1)=O)C1=CC=C(C=C1)NC(OC(C)(C)C)=O